6-chloro-1-(tetrahydro-2H-pyran-2-yl)-1H-pyrazolo[3,4-b]Pyridine-3-carboxylic acid methyl ester COC(=O)C1=NN(C2=NC(=CC=C21)Cl)C2OCCCC2